C(C)(C)OC1=C(N)C=CC(=C1)C=1OC(=NN1)C 2-isopropoxy-4-(5-methyl-1,3,4-oxadiazol-2-yl)aniline